C12(CCC(CC1)C2)C2=CC(=NN2)NC2=NC=CC=N2 N-(5-(bicyclo[2.2.1]hept-1-yl)-1H-pyrazol-3-yl)pyrimidin-2-amine